oxo-acetic acid O=CC(=O)O